(E)-4-(dimethylamino)-1-(10-((4-(2-methoxyphenoxy)phenyl)amino)-2,3-dihydro-4H-[1,4]oxazino[2,3-f]quinazolin-4-yl)but-2-en-1-one CN(C/C=C/C(=O)N1CCOC2=C3C(=NC=NC3=CC=C21)NC2=CC=C(C=C2)OC2=C(C=CC=C2)OC)C